C#CC(CCCCCC)O 1-nonyne-3-ol